ClC1=C(C(=NC(=N1)C1CC1)NC1CCCC2=C1N=C(S2)C)C(F)F N-(6-chloro-2-cyclopropyl-5-(difluoromethyl)pyrimidin-4-yl)-2-methyl-4,5,6,7-tetrahydrobenzo[d]thiazol-4-amine